C(#N)CCCCC1=CC=C(N=N1)NC(CC1=NC=CC=C1)=O N-(6-(4-Cyanobutyl)pyridazin-3-yl)-2-(pyridin-2-yl)acetamide